NC1CCN(CC1)C(=O)N1CC(CC1)N(C(OC(C)(C)C)=O)C tert-butyl N-[1-(4-aminopiperidine-1-carbonyl) pyrrolidin-3-yl]-N-methyl-carbamate